N-((4R*,5R*)-3-(1-(((S)-tert-butylsulfinyl)imino)methyl)-7-ethyl-4-(4-fluorophenyl)-6-oxo-1-phenyl-4,5,6,7-tetrahydro-1H-pyrazolo[3,4-b]pyridine-5-yl)-3-(trifluoromethyl)benzamide C(C)(C)(C)[S@](=O)N=CC1=NN(C=2N(C([C@@H]([C@@H](C21)C2=CC=C(C=C2)F)NC(C2=CC(=CC=C2)C(F)(F)F)=O)=O)CC)C2=CC=CC=C2 |o1:14,15|